COCCCCCCCCCCCC\C=C/CCCCCCCC erucyl methyl ether